OC=1C=C(C2=CC=CC=C2C1)C=1C(=C(N=C2[C@@H]3CC[C@H](C12)C3)N3CC1(CN(C1)C(C=C)=O)CC3)C#N (M)-(1R,8S)-6-(3-hydroxy-1-naphthalenyl)-4-(2-(2-propenoyl)-2,6-diazaspiro[3.4]octan-6-yl)-3-azatricyclo[6.2.1.02,7]undeca-2,4,6-triene-5-carbonitrile